N-((3,4-dimethylphenyl)(phenyl)methyl)-4-methoxy-2-(trifluoromethyl)pyrimidine-5-carboxamide CC=1C=C(C=CC1C)C(NC(=O)C=1C(=NC(=NC1)C(F)(F)F)OC)C1=CC=CC=C1